5-amino-N-(2-hydroxy-1-(naphthalen-1-yl)ethyl)-2-methylbenzamide NC=1C=CC(=C(C(=O)NC(CO)C2=CC=CC3=CC=CC=C23)C1)C